1-(5-((4-(6-(1H-imidazol-2-yl)-2-methylpyridin-3-yl)piperidin-1-yl)methyl)isoxazol-3-yl)-3-ethylurea N1C(=NC=C1)C1=CC=C(C(=N1)C)C1CCN(CC1)CC1=CC(=NO1)NC(=O)NCC